2-(7-bromo-2,3-dihydro-1,4-benzoxazin-4-yl)-N-isopropyl-acetamide BrC1=CC2=C(N(CCO2)CC(=O)NC(C)C)C=C1